CC1(OB(OC1(C)C)C1=CC=C(C=C1)N1CCNCC1)C 4-(4,4,5,5-tetramethyl-1,3,2-dioxaborolan-2-yl)phenyl-piperazine